C(CCCCCCC\C=C/C\C=C/CCCCC)(=O)[O-].C(CCCCCCC\C=C/C\C=C/CCCCC)(=O)[O-].[O-2].[Zr+4] zirconium oxide bis(linoleate)